5-(2-methoxycarbonylvinyl)uridine COC(=O)C=CC=1C(NC(N([C@H]2[C@H](O)[C@H](O)[C@@H](CO)O2)C1)=O)=O